C1(=CC=CC=C1)C=1C(=C(C=2C=CC3=CC=C(C=4C=CC1C2C43)NC4=CC=C(C=C4)C(C)(C)C)NC4=CC=C(C=C4)C(C)(C)C)C4=CC=CC=C4 diphenyl-N,N'-bis(4-t-butylphenyl)pyrene-1,6-diamine